ClCCC(=O)NCCCCC1=CC=CC=C1 3-chloro-N-(4-phenylbutyl)propanamide